(S)-8-(3-(difluoromethyl)phenyl)-2-(2-(2-methyl-4-(trifluoromethoxy)phenoxy)acetyl)-1,3,4,12a-tetrahydrobenzo[e]pyrazino[1,2-a][1,4]diazepine-6,12(2H,11H)-dione FC(C=1C=C(C=CC1)C1=CC2=C(NC([C@H]3N(C2=O)CCN(C3)C(COC3=C(C=C(C=C3)OC(F)(F)F)C)=O)=O)C=C1)F